N-(3-{6-[1-hydroxypropyl]-4-methylpyridin-3-yl}-1,6-naphthyridin-7-yl)cyclopropanecarboxamide OC(CC)C1=CC(=C(C=N1)C=1C=NC2=CC(=NC=C2C1)NC(=O)C1CC1)C